CS(=O)(=O)C1=CC=C(C=C1)N1C[C@H](N[C@H](C1)C)C (3R,5S)-1-(4-methanesulfonylphenyl)-3,5-dimethylpiperazine